tert-butyl (3R,4R)-4-(((7-(([1,1'-biphenyl]-4-ylmethyl)(tert-butoxycarbonyl)amino)-3-ethylpyrazolo[1,5-a]pyrimidin-5-yl)amino)methyl)-3-hydroxypiperidine-1-carboxylate C1(=CC=C(C=C1)CN(C1=CC(=NC=2N1N=CC2CC)NC[C@@H]2[C@H](CN(CC2)C(=O)OC(C)(C)C)O)C(=O)OC(C)(C)C)C2=CC=CC=C2